FC=1C=C(C(=O)NC=2C=CC(=NC2)C=2N=NN(C2NC(O[C@H](C)C=2C(=NC=C(C2)F)F)=O)C)C=CN1 (R)-1-(2,5-difluoropyridin-3-yl)ethyl (4-(5-(2-fluoroisonicotinamido)pyridin-2-yl)-1-methyl-1H-1,2,3-triazol-5-yl)carbamate